S1C(=NC2=C1C=CC=C2)NC2=C(C(=C(N=N2)N(C=2S(C=CN2)C(=O)OCC)C)C)C ethyl 2-({6-[(1,3-benzothiazol-2-yl)amino]-4,5-dimethylpyridazin-3-yl}(methyl)amino)-1,3-thiazole-1-carboxylate